1-bromo-3-(cyclopentylethynyl)benzene BrC1=CC(=CC=C1)C#CC1CCCC1